ClC=1C(=CC(=C(C(=O)NC2=C(C=NC=C2)C)C1)NC1=C(C=C(C=C1)OC(F)(F)F)C)F 5-chloro-4-fluoro-2-((2-methyl-4-(trifluoromethoxy)-phenyl)amino)-N-(3-methylpyridin-4-yl)benzamide